2-{[5,6-dimethyl-2-(pyridin-2-yl)thieno[2,3-d]pyrimidin-4-yl](methyl)amino}-N-(4-methoxyphenyl)acetamide CC1=C(SC=2N=C(N=C(C21)N(CC(=O)NC2=CC=C(C=C2)OC)C)C2=NC=CC=C2)C